C(N)(=O)C1CCC(CC1)N1C2=NC(=NC=C2N=C1NC1=C(C=C(C=C1F)Cl)F)N[C@H]1CN(CCC1)C(=O)OC (R)-methyl 3-(9-((1s,4S)-4-carbamoylcyclohexyl)-8-(4-chloro-2,6-difluorophenylamino)-9H-purin-2-ylamino)piperidine-1-carboxylate